ClC=1C=NC(=C2C(C=C(N(C12)C1=C(C=CC=C1Cl)Cl)CO)=O)OCC(C(C)(C)O)O 8-chloro-1-(2,6-dichlorophenyl)-5-(2,3-dihydroxy-3-methylbutoxy)-2-(hydroxymethyl)-1,6-naphthyridin-4(1H)-one